CC(C(C1=CC=C(C=C1)C1=CC=C(C=C1)OC(F)(F)F)N1C=NC=C1C(=O)OC)C Methyl 1-(2-methyl-1-(4'-(trifluoromethoxy)-[1,1'-biphenyl]-4-yl) propyl)-1H-imidazole-5-carboxylate